C1(=CCCCCC1)C1=NN2C(N(C(=C(C2=O)N2CCN(CC2)C(C2=C(C=NC=C2)O)=O)CC)CC(=O)NC2=C(C=C(C=C2)C(F)(F)F)OC)=N1 2-(2-(cyclohept-1-en-1-yl)-5-ethyl-6-(4-(3-hydroxyisonicotinoyl)piperazin-1-yl)-7-oxo-[1,2,4]triazolo[1,5-a]pyrimidin-4(7H)-yl)-N-(2-methoxy-4-(trifluoromethyl)phenyl)acetamide